[Li].[C@@H]1([C@H](CC=CC1)C(=O)O)C(=O)O cis-4-cyclohexene-1,2-dicarboxylic acid lithium